C(C)(C)O[Si](C1=C(C=CC=C1)C=C)(OC(C)C)OC(C)C triisopropyloxy(2-vinylphenyl)silane